butyl N,N-dinonylaminoacetate C(CCCCCCCC)N(CCCCCCCCC)CC(=O)OCCCC